CN1N=C(C(=C1)C(C)O)C(F)(F)F 1-(1-methyl-3-(trifluoromethyl)-1H-pyrazol-4-yl)ethan-1-ol